C1(=CC=CC=C1)C=1NC(C2=CC=C(C=C2C1C1=CC=CC=C1)C(F)(F)F)=O 3,4-diphenyl-6-trifluoromethylisoquinoline-1(2H)-one